(R)-2-methyl-N4-((1-methyl-1H-imidazol-2-yl)methyl)-N1-(1-(2-(1-methyl-1H-pyrazol-4-yl)quinolin-4-yl)ethyl)terephthalamide CC1=C(C(=O)N[C@H](C)C2=CC(=NC3=CC=CC=C23)C=2C=NN(C2)C)C=CC(=C1)C(=O)NCC=1N(C=CN1)C